C(C)C=1C=CC=C2C=CC=C(C12)N1CC=2N=C(N=C(C2CC1)OC)OC[C@]12CCCN2C[C@@H](C1)F 7-(8-ethylnaphthalen-1-yl)-2-(((2R,7aS)-2-fluorotetrahydro-1H-pyrrolizin-7a(5H)-yl)methoxy)-4-methoxy-5,6,7,8-tetrahydropyrido[3,4-d]pyrimidine